3-methylthio-1H-1,2,4-triazole CSC1=NNC=N1